N[C@H]1[C@@H](CCC1)OCC=1C=C(C2=C(N(N=N2)C)C1)NC1=NC=2N(C(=C1)NC)N=CC2C(=O)O 5-((6-((((1R,2R)-2-Aminocyclopentyl)oxy)methyl)-1-methyl-1H-benzo[d][1,2,3]triazol-4-yl)amino)-7-(methylamino)pyrazolo[1,5-a]pyrimidine-3-carboxylic acid